rac-binaphthol C=1(C(=CC=C2C=CC=CC12)O)C1=CC=CC2=CC=CC=C12